N-(5-amino-2-(4-fluorophenyl)pyrimidin-4-yl)-6-(4-aminopiperidin-1-yl)nicotinamide NC=1C(=NC(=NC1)C1=CC=C(C=C1)F)NC(C1=CN=C(C=C1)N1CCC(CC1)N)=O